2-chloro-4-methyl-5-oxo-7-(4-(4-(trifluoromethyl)phenoxy)piperidin-1-yl)-4,5-dihydrothieno[3,2-b]pyridine-6-carbonitrile ClC1=CC=2N(C(C(=C(C2S1)N1CCC(CC1)OC1=CC=C(C=C1)C(F)(F)F)C#N)=O)C